CC(C=C)C1=C(C=CC=2N=C(SC21)Cl)O 7-(but-3-en-2-yl)-2-chlorobenzo[d]thiazol-6-ol